Imidazo-[1,5-a]-pyridin-3-amine C=1N=C(N2C1C=CC=C2)N